N-[(2-pyridyl)methylsulfonyl]methyleneamine N1=C(C=CC=C1)CS(=O)(=O)N=C